2-benzyl-2-azaspiro[3.3]heptan-6-yl (2R,6S)-4-(4-methane-sulfinylphenyl)-2,6-dimethylpiperazine-1-carboxylate CS(=O)C1=CC=C(C=C1)N1C[C@H](N([C@H](C1)C)C(=O)OC1CC2(CN(C2)CC2=CC=CC=C2)C1)C